tert-butyl (2R,5S)-4-(2-(hydroxymethyl)-5-methyl-6-oxo-5,6-dihydroimidazo[1,2-b]pyridazin-8-yl)-2,5-dimethylpiperazine-1-carboxylate OCC=1N=C2N(N(C(C=C2N2C[C@H](N(C[C@@H]2C)C(=O)OC(C)(C)C)C)=O)C)C1